C(=O)(OC(C)(C)C)NCCN mono-Boc-ethylenediamine